4,5-bis(4-dimethylaminophenyl)imidazole CN(C1=CC=C(C=C1)C=1N=CNC1C1=CC=C(C=C1)N(C)C)C